COC(C(\C=C\C1CC(OC)C(O)C=C1)=O)OC tetrahydrodimethoxyferuloylmethane